FC(OC1=CC=C(C=C1)N1N=C(C(=C1F)C(F)(F)F)OC)(F)F 1-[4-(trifluoromethoxy)phenyl]-5-fluoro-3-methoxy-4-trifluoromethylpyrazole